S1CNNC1 1,3,4-thiadiazolidin